tetrasilylstyrene [SiH3]C1=C(C(=C([SiH3])[SiH3])[SiH3])C=CC=C1